1-amino-N,N,8-trimethyl-6-((2-(trimethylsilyl)ethoxy)methoxy)-5,6-dihydropyrazolo[5,1-a]isoquinoline-10-carboxamide NC=1C=NN2C1C1=C(C=C(C=C1C(C2)OCOCC[Si](C)(C)C)C)C(=O)N(C)C